N-(1-ethylpiperidin-3-yl)-2-(1H-imidazol-1-yl)isonicotinamide C(C)N1CC(CCC1)NC(C1=CC(=NC=C1)N1C=NC=C1)=O